C1=CC=C(C(=C1)C(=O)NCCCO)N 2-amino-N-(3-hydroxypropyl)benzamide